pentanoic acid chloride C(CCCC)(=O)Cl